(5β)-3,12-Dioxocholan-24-oic acid O=C1C[C@H]2CC[C@H]3[C@@H]4CC[C@H]([C@@H](CCC(=O)O)C)[C@]4(C(C[C@@H]3[C@]2(CC1)C)=O)C